C(C)(C)(C)C1=NCCC2=CC=CC(=C12)N tert-butyl-8-amino-3,4-dihydroisoquinoline